tert-butyl (R,E)-2-(2-fluorostyryl)pyrrolidine-1-carboxylate FC1=C(/C=C/[C@@H]2N(CCC2)C(=O)OC(C)(C)C)C=CC=C1